3-chloro-4-[(3,5-difluoropyridin-2-yl)methoxy]-3',6-dimethyl-2'-(trimethylstannyl)-[1,4'-bipyridin]-2-one ClC=1C(N(C(=CC1OCC1=NC=C(C=C1F)F)C)C1=C(C(=NC=C1)[Sn](C)(C)C)C)=O